COC1=NN=NC2=C1C=CC=C2 methoxybenzotriazine